C(CCC)N1C2=C(C=C(C=C2C=2C=C(C=C(C12)P(C1=CC=CC=C1)C1=CC=CC=C1)C(C)(C)C)C(C)(C)C)P(C1=CC=CC=C1)C1=CC=CC=C1 9-butyl-3,6-di-tert-butyl-1,8-di(diphenyl-phosphino)carbazole